Cl.Cl.NC1=C(C=CC(=C1)OCC1=NC=C(C=C1)OC)O 2-amino-4-[(5-methoxypyridin-2-yl)methoxy]Phenol dihydrochloride